C(C)(C)(C)N1CC(C1)([N+](=O)[O-])[N+](=O)[O-] 1-tert-butyl-3,3-Dinitroazetidine